benzyl (S)-6-(4-(methoxycarbonyl) phenyl)-4-(1-methyl-1H-1,2,3-triazol-4-yl)-3,6-dihydropyridine-1(2H)-carboxylate COC(=O)C1=CC=C(C=C1)[C@@H]1C=C(CCN1C(=O)OCC1=CC=CC=C1)C=1N=NN(C1)C